(S)-2-(1-(tert-butyl)-4-isopropyl-7-oxo-1,7-dihydro-6H-pyrazolo[3,4-d]pyridazin-6-yl)-N-(1-(4-(trifluoromethyl)phenyl)ethyl)acetamide C(C)(C)(C)N1N=CC2=C1C(N(N=C2C(C)C)CC(=O)N[C@@H](C)C2=CC=C(C=C2)C(F)(F)F)=O